NC1=NN2C(C=C(C=C2)C=2C=NN(C2)CC(=O)NC2=CC=C(C=C2)C#N)=N1 2-[4-(2-Amino-[1,2,4]triazolo[1,5-a]pyridin-7-yl)pyrazol-1-yl]-N-(4-cyanophenyl)acetamide